Cl.N[C@H]1COC2=C(N(C1=O)C)C=CC=C2Cl (3S)-3-amino-9-chloro-5-methyl-2,3,4,5-tetrahydro-1,5-benzoxazepin-4-one hydrochloride